2-(4-(4-methylpiperazin-1-yl)butyryl)naphthalene CN1CCN(CC1)CCCC(=O)C1=CC2=CC=CC=C2C=C1